C(C1=CC=CC=C1)OC=1N=C2N(C(C1C)=O)C=C(C=C2Br)C 2-(benzyloxy)-9-bromo-3,7-dimethyl-4H-pyrido[1,2-a]pyrimidin-4-one